((2S*,6R*)-2,6-dimethylmorpholino)(6-methoxy-4-(1,4-dioxa-8-azaspiro[4.5]decan-8-yl)quinolin-3-yl)methanone C[C@@H]1O[C@@H](CN(C1)C(=O)C=1C=NC2=CC=C(C=C2C1N1CCC2(OCCO2)CC1)OC)C |o1:1,3|